2-(4-(4-(1-(pentan-3-yl)-1H-pyrazol-4-yl)pyrazolo[1,5-a]pyrazin-6-yl)-1H-pyrazol-1-yl)propane-1,3-diol CCC(CC)N1N=CC(=C1)C=1C=2N(C=C(N1)C=1C=NN(C1)C(CO)CO)N=CC2